C(OC1=CC(=CC(=C1)OC(OCCCSCCO)=O)OC(OCCCSCCO)=O)(OCCCSCCO)=O benzene-1,3,5-triyl tris(3-((2-hydroxyethyl)thio)propyl) tricarbonate